1-(5-cyclopentyl-2-pyridyl)-3-(5-methoxypyridine-2-carboximidoyl)thiourea C1(CCCC1)C=1C=CC(=NC1)NC(=S)NC(=N)C1=NC=C(C=C1)OC